4-bromo-N-((1S,4S)-4-hydroxycyclohexyl)-3-methylbenzenesulfonamide BrC1=C(C=C(C=C1)S(=O)(=O)NC1CCC(CC1)O)C